N1C(CCCC1)=O tetrahydropyridin-2-one